2'-((6-((6-(hydroxymethyl)pyridin-2-yl)amino)pyrimidin-4-yl)amino)-4'-methyl-5'-oxo-5',6'-dihydrospiro[cyclohexane-1,7'-pyrrolo[3,4-b]pyridine] 1'-oxide formate salt C(=O)O.OCC1=CC=CC(=N1)NC1=CC(=NC=N1)NC1=CC(=C2C(=[N+]1[O-])C1(NC2=O)CCCCC1)C